6-[3-chloro-4-(cyclopropylmethoxy)phenyl]-N-[[2-[(1S,4S)-2-oxa-5-azabicyclo[2.2.1]heptan-5-yl]-3-pyridyl]methyl]pyridazine-4-carboxamide ClC=1C=C(C=CC1OCC1CC1)C1=CC(=CN=N1)C(=O)NCC=1C(=NC=CC1)N1[C@@H]2CO[C@H](C1)C2